C1(CC1)C([C@@H](C(NC1=NC(=C(C=C1)C=1C(=[N+](C=CC1)[O-])C1CC1)F)=O)NC(=O)C=1N(N=CC1)C(C)C)C1CC1 N-[(1S)-2,2-dicyclopropyl-1-[[5-(2-cyclopropyl-1-oxido-pyridin-1-ium-3-yl)-6-fluoro-2-pyridyl]carbamoyl]ethyl]-2-isopropyl-pyrazole-3-carboxamide